2-methyl-6-(8-quinolyl)-pyridine CC1=NC(=CC=C1)C=1C=CC=C2C=CC=NC12